4-benzyl-2,4,5-triamino-pyrimidine C(C1=CC=CC=C1)C1(NC(=NC=C1N)N)N